3-FLUORO-5-ETHOXYCARBONYLPHENYLBORONIC ACID FC=1C=C(C=C(C1)C(=O)OCC)B(O)O